ClC=1C=C2C(=C(N1)N[C@H]1CN(CCC1)C(=O)OC(C)(C)C)N(N=C2)C2OCCCC2 tert-butyl (3R)-3-((5-chloro-1-(tetrahydro-2H-pyran-2-yl)-1H-pyrazolo[3,4-c]pyridin-7-yl)amino)piperidine-1-carboxylate